B(F)(F)F.N(CCO)CCO diethanolamine boron trifluoride